BrC1=NN(C=2C3=C(N=C(NC21)C2=C(C=CC=C2F)F)C=CC=C3)C3OCCCC3 3-bromo-5-(2,6-difluorophenyl)-1-(tetrahydro-2H-pyran-2-yl)-1,4-dihydrobenzo[d]pyrazolo[3,4-f][1,3]diazepine